CC1=C(C=C(C(=C1C)O)C)C1=C(C(=C(C(=C1)C)O)C)C 2,2',3,3',5,5'-Hexamethyl-biphenyl-4,4'-diol